N-[2,3-dimethoxy-6H,7H,8H-cyclopenta[b]1,5-naphthyridin-9-yl]-1-(propan-2-yl)piperidin-4-amine COC=1N=C2C(=C3C(=NC2=CC1OC)CCC3)NC3CCN(CC3)C(C)C